CC=1N(N=C2C(=NN=C(C21)C)CN2CCC(CC2)C(=O)NCCCN(C)C)C2=CC=C(C=C2)C 1-((3,4-dimethyl-2-(p-tolyl)-2H-pyrazolo[3,4-d]pyridazin-7-yl)methyl)-N-(3-(dimethylamino)propyl)piperidine-4-carboxamide